COC(C1=C(C(=CC=C1CC(=C)OCOC)Cl)F)=O 3-chloro-2-fluoro-6-(2-(methoxymethoxy)allyl)benzoic acid methyl ester